(4-Iodobenzyl)-2-(2-isopropylphenyl)-7-methyl-7,9-dihydro-8H-purin-8-one IC1=CC=C(CN2C3=NC(=NC=C3N(C2=O)C)C2=C(C=CC=C2)C(C)C)C=C1